BrC=1C=CC2=C(C=C(O2)C[C@H](C(=O)OC(C)(C)C)[C@@H]2CN(CC2)C(=O)OC(C)(C)C)C1 Tert-butyl (R)-3-((S)-3-(5-bromobenzofuran-2-yl)-1-(tert-butoxy)-1-oxopropan-2-yl)pyrrolidine-1-carboxylate